C(C)(C)(CC(C)(C)C)NC1=CC=CC2=CC=CC=C12 mono-tertiary octyl-alpha-naphthylamine